N1=CN=C2N=CCC2=C1N 7-deazaadenine